C1(=CC(=CC=C1)N1N=CCC1C(=O)N)C 1-m-tolyl-4,5-dihydro-1H-pyrazole-5-carboxamide